CN1CCN(CC1)C=1N=C(SC1)NC1=NC2=C(C=CC=C2C=N1)C=1C=C(C=CC1)NC(C=C)=O N-(3-(2-((4-(4-methylpiperazin-1-yl)thiazol-2-yl)amino)quinazolin-8-yl)phenyl)acrylamide